NC(C)C1=C2C=C(N(C(C2=CC(=C1)C)=O)C)C1=CC=CC=C1 5-(1-aminoethyl)-2,7-dimethyl-3-phenylisoquinolin-1(2H)-one